C(C)(C)OC1=C(C=CC=C1)C1=NC=C2NC(N(C2=N1)CC1=CC=C(C=C1)N1N=C(C=C1C)C(F)(F)F)=O 2-(2-isopropoxyphenyl)-9-([4-[5-methyl-3-(trifluoromethyl)pyrazol-1-yl]phenyl]methyl)-7H-purin-8-one